BrC1=CN(C=2N=CN=C(C21)NCC2=C(C=C(C=C2)OC)OC)[C@@H]2O[C@@H]([C@@H]1[C@H]2OC(O1)(C)C)CO ((3aR,4R,6R,6aR)-6-(5-bromo-4-((2,4-dimethoxybenzyl)amino)-7H-pyrrolo[2,3-d]pyrimidin-7-yl)-2,2-dimethyltetrahydrofuro[3,4-d][1,3]dioxol-4-yl)methanol